6-{7-[(3R,4R)-3-fluoro-2,2-dimethylpiperidin-4-yl]-6,7-dihydro-5H-pyrrolo[2,3-c]pyridazin-3-yl}-2-methyl-1,3-benzothiazol-5-ol formate C(=O)OC=1C(=CC2=C(N=C(S2)C)C1)C1=CC2=C(N=N1)N(CC2)[C@H]2[C@H](C(NCC2)(C)C)F